O=S1(CCN(CC1)CC=1C=C(C(=O)N)C=CC1)=O 3-((1,1-dioxidothiomorpholino)methyl)benzamide